[C@@H]12[C@@H](C[C@@H](CC1)C2)NC(CN2C(C(=CC=C2)NC([C@H](CCC(C(=O)N)=O)NC(=O)C=2OC1=C(C2C)C=CC=C1)=O)=O)=O (S)-N1-(1-(2-((1R,2R,4S)-bicyclo[2.2.1]heptan-2-ylamino)-2-oxoethyl)-2-oxo-1,2-dihydropyridin-3-yl)-2-(3-methylbenzofuran-2-carboxamido)-5-oxohexanediamide